COC1=C(C=CC(=C1)N1CCC(CC1)N1CCOCC1)NC1=NC=C(C(=N1)NC1=C(SC=C1)C(=O)O)C(F)(F)F 3-{2-[2-methoxy-4-(4-morpholin-4-ylpiperidin-1-yl)-phenylamino]-5-trifluoromethylpyrimidin-4-ylamino}-thiophene-2-carboxylic acid